5-(2-chlorophenoxy)-3-((3-(methylsulfonyl)benzyl)amino)-4H-benzo[e][1,2,4]thiadiazine 1,1-dioxide ClC1=C(OC2=CC=CC3=C2NC(=NS3(=O)=O)NCC3=CC(=CC=C3)S(=O)(=O)C)C=CC=C1